(4-(3-amino-6-(2-hydroxyphenyl)pyridazin-4-yl)-2-methylpiperazin-1-yl)(phenyl)methanone NC=1N=NC(=CC1N1CC(N(CC1)C(=O)C1=CC=CC=C1)C)C1=C(C=CC=C1)O